C1(=CC=CC=C1)C1=NC(=CC(=N1)C=1C=C(C=CC1)C1=CC=CC(=N1)C1=C(C=CC=C1)[O-])C1=CC=CC=C1.[Cs+] cesium 2-(6-(3-(2,6-diphenylpyrimidin-4-yl)phenyl)pyridin-2-yl)phenolate